N-((7-(((4-fluoro-1-isopropylpiperid-4-yl)methyl)amino)-6-nitro-1H-benzo[d]imidazol-4-yl)sulfonyl)-4-(2-(2-(2-isopropylphenyl)pyrrolidin-1-yl)-7-azaspiro[3.5]non-7-yl)benzamide FC1(CCN(CC1)C(C)C)CNC1=C(C=C(C2=C1NC=N2)S(=O)(=O)NC(C2=CC=C(C=C2)N2CCC1(CC(C1)N1C(CCC1)C1=C(C=CC=C1)C(C)C)CC2)=O)[N+](=O)[O-]